3-amino-6-(7-chloro-1H-indazol-5-yl)-N-(2-(diethylamino)ethyl)-5-phenylpyrazine NC=1CN(C(=C(N1)C1=CC=CC=C1)C=1C=C2C=NNC2=C(C1)Cl)CCN(CC)CC